CC=1N=C(N=NC1C)C1=NC=C(C=C1)C(F)(F)F 5,6-dimethyl-3-[5-(trifluoromethyl)pyridin-2-yl]-1,2,4-triazine